4-((2s,5r)-4-(1-(4-(cyclopropylmethoxy)phenyl)ethyl)-2,5-diethylpiperazin-1-yl)-1-methyl-2-oxo-1,2-dihydropyrido[3,2-d]pyrimidine-6-carbonitrile C1(CC1)COC1=CC=C(C=C1)C(C)N1C[C@@H](N(C[C@H]1CC)C=1C2=C(N(C(N1)=O)C)C=CC(=N2)C#N)CC